(2R)-9-chloro-5-[6-(difluoromethyl)-5-methyl-3-pyridyl]-2-methyl-spiro[2H-1,4-benzoxazepine-3,1'-cyclopropane] ClC1=CC=CC=2C(=NC3(CC3)[C@H](OC21)C)C=2C=NC(=C(C2)C)C(F)F